FC(CN1N=CC(=C1)N1N=C(C2=CC=CC=C12)C(=O)N)(F)F 1-(2,2,2-Trifluoroethyl-1H-Pyrazol-4-yl)-1H-Indazol-3-Carboxamid